C(C1=CC=CC=C1)OC(=O)N1CCN(CC1)CC1CC2(C1)CCN(CC2)C(=O)OC(C)(C)C tert-butyl 2-[(4-benzyloxycarbonylpiperazin-1-yl)methyl]-7-azaspiro[3.5]nonane-7-carboxylate